OC(C)(C)C=1C=C(C=CC1)C=1C=C(C=CC1OC)[C@@H](C)NC(C1=C(C=CC(=C1)N1CCN(CC1)C)C)=O N-[(1R)-1-[3-[3-(1-Hydroxy-1-methyl-ethyl)phenyl]-4-methoxy-phenyl]ethyl]-2-methyl-5-(4-methylpiperazin-1-yl)benzamide